N=1C=CN2C1C=C(C=C2)CNC(=O)C=2C=CC(=C(C2)C#CC=2C=C(C(=O)N1CCN(CC1)C(=O)OC(C)(C)C)C=CC2)S(=O)(=O)CC2=NN(C=C2)C tert-butyl 4-(3-((5-((imidazo[1,2-a]pyridin-7-ylmethyl)carbamoyl)-2-(((1-methyl-1H-pyrazol-3-yl)methyl)sulfonyl)phenyl)ethynyl)benzoyl)piperazine-1-carboxylate